Methyl(diphenyl)sulfonium fluoroborate F[B-](F)(F)F.C[S+](C1=CC=CC=C1)C1=CC=CC=C1